methyl O-acetyl-N-(O-acetyl-N-(4'-((tert-butoxycarbonyl)amino)-[1,1'-biphenyl]-3-carbonyl)-L-seryl)-L-serinate C(C)(=O)OC[C@H](NC([C@@H](NC(=O)C=1C=C(C=CC1)C1=CC=C(C=C1)NC(=O)OC(C)(C)C)COC(C)=O)=O)C(=O)OC